4,7,13,16,21,24-hexaoxa-1,10-diazabicyclo[8.8.8]hexacosane potassium fluoride [F-].[K+].N12CCOCCOCCN(CCOCCOCC1)CCOCCOCC2